COC1=CC(=C2C=CC=NC2=C1)C1(CC1)NC(C1=C(C=CC(=C1)OCC1=NC=CC=C1)C)=O N-(1-(7-Methoxyquinolin-5-yl)cyclopropyl)-2-methyl-5-(pyridin-2-ylmethoxy)benzamide